CC=1C(=C(C(=CC1[N+](=O)[O-])[N+](=O)[O-])C)[N+](=O)[O-] Dimethyl-2,4,6-trinitro-benzene